ClC1=NC(=CC=C1OC[C@@](CC(C)C)(C)NC(OC(C)(C)C)=O)C1=CC=NC2=CC=CC=C12 (S)-tert-butyl (1-((2-chloro-6-(quinolin-4-yl)pyridin-3-yl)oxy)-2,4-dimethylpentan-2-yl)carbamate